(1-((2-(trimethylsilyl)ethoxy)methyl)-1H-pyrazol-3-yl)methanol C[Si](CCOCN1N=C(C=C1)CO)(C)C